NC[C@H]1NC([C@H]2N(C1=O)CC[C@H](C2)C2=C(C(=CC=C2O)Cl)Cl)=O |o1:2| (8R,9aS)-rel-3-((3R)-aminomethyl)-8-(2,3-dichloro-6-hydroxyphenyl)-hexahydro-2H-pyrido[1,2-a]pyrazine-1,4-dione